3-ethyl-1-vinyl-imidazolium bis(trifluoromethanesulfonyl)imide salt [N-](S(=O)(=O)C(F)(F)F)S(=O)(=O)C(F)(F)F.C(C)[N+]1=CN(C=C1)C=C